N-[2-[[2-allyl-1-[6-(1-hydroxy-1-methyl-ethyl)-2-pyridyl]-3-oxo-pyrazolo[3,4-d]pyrimidin-6-yl]amino]ethyl]-2-fluoro-5-[(5-fluoro-2,4-dioxo-quinazolin-1-yl)methyl]benzamide C(C=C)N1N(C2=NC(=NC=C2C1=O)NCCNC(C1=C(C=CC(=C1)CN1C(NC(C2=C(C=CC=C12)F)=O)=O)F)=O)C1=NC(=CC=C1)C(C)(C)O